1-(4-cyclohexylmethoxy) phenylbutyl-β-D-glucopyranoside C1(=CC=CC=C1)CCCC[C@]1(OOCC2CCCCC2)[C@H](O)[C@@H](O)[C@H](O)[C@H](O1)CO